5'-methyl-4-(2-methyloctane-2-yl)-2'-(prop-1-en-2-yl)-1',2',3',4'-Tetrahydro-[1,1'-biphenyl]-2,6-diol CC=1CCC(C(C1)C=1C(=CC(=CC1O)C(C)(CCCCCC)C)O)C(=C)C